OCC12CC3CC(C(C(C1)C3)CO)C2 1,6-bis(hydroxymethyl)adamantane